C(C)(C)[C@H]1C[C@H](CCC1)C(=O)N[C@H](CC1=CC=CC=C1)C(=O)O N-(cis-3-isopropyl-cyclohexyl-formyl)-D-phenylalanine